ClC1=NC=C(C(=O)O)C(=C1)NC1=CC=CC=2C=3C(CN(C12)C)=CN(N3)C 6-chloro-4-((2,5-dimethyl-4,5-dihydro-2H-pyrazolo[4,3-c]quinolin-6-yl)amino)nicotinic acid